methylsulfonyl-S-methyl-L-cysteine methyl ester COC([C@@H](NS(=O)(=O)C)CSC)=O